tert-butyl N-[5-[2-[3-[4-[(6-bromo-2-pyridyl)oxy]butoxy]-4-pyridyl]ethynyl]-8-(methylamino)-2,7-naphthyridin-3-yl]carbamate BrC1=CC=CC(=N1)OCCCCOC=1C=NC=CC1C#CC1=C2C=C(N=CC2=C(N=C1)NC)NC(OC(C)(C)C)=O